C(C)(C)(C)OC(NC1=C(C=C(C(=C1)N1CCC(CC1)N1CCCC1)F)N)=O tert-butyl(2-amino-4-fluoro-5-(4-(pyrrolidin-1-yl)piperidin-1-yl)phenyl)carbamate